C(C=C)(=O)NCCCC[C@@H](C(=O)N1CCN(CC1)S(=O)(=O)CC)NC(OCC1=CC=CC=C1)=O (S)-benzyl (6-acrylamido-1-(4-(ethylsulfonyl)piperazin-1-yl)-1-oxohexan-2-yl)carbamate